4-methoxy-8,14-dioxa-10,19,20-triazatetracyclo[13.5.2.12,6.018,21]tricosa-1(20),2,4,6(23),15,17,21-heptaen-9-one COC=1C=C2C3=NNC4=CC=C(OCCCNC(OCC(C1)=C2)=O)C=C34